(2,3-dihydropyrazolo[5,1-b]oxazol-3-yl)methylamine O1C=2N(C(C1)CN)N=CC2